[2H4]-Histamine N(C(CC1=CNC=N1)([2H])[2H])([2H])[2H]